7-(4-(2-fluoro-4-methylpyridin-3-yl)cyclohexyl)-3-methyl-5-((3-(trifluoromethyl)pyridin-2-yl)methyl)pyrido[2,3-b]pyrazin-6(5H)-one FC1=NC=CC(=C1C1CCC(CC1)C1=CC=2C(=NC(=CN2)C)N(C1=O)CC1=NC=CC=C1C(F)(F)F)C